2-((4-(4-((((R)-1-(2-chlorophenyl)ethoxy)carbonyl)amino)-3-methylisoxazol-5-yl)phenoxy)methyl)cyclohexane-1-carboxylic acid ClC1=C(C=CC=C1)[C@@H](C)OC(=O)NC=1C(=NOC1C1=CC=C(OCC2C(CCCC2)C(=O)O)C=C1)C